BrC1=C(N(C2=CC(=CC=C12)Br)C(C)C)N=S(=O)(C1=CC=CC=C1)C ((3,6-dibromo-1-isopropyl-1H-indol-2-yl)imino)(methyl)(phenyl)-λ6-sulfanone